5-fluoro-3-(2-(3-(3-chlorophenyl)-4-oxothiazolidin-2-ylidene)hydrazono)-1H-indol-2-one FC=1C=C2C(C(NC2=CC1)=O)=NN=C1SCC(N1C1=CC(=CC=C1)Cl)=O